N=[S@](=O)(C)CC1CN(C1)C=1C=CC(=C2C=C(N=CC12)NC1=NC(=NC=C1)N1CCC(CC1)OC)C(C)C (S)-imino((1-(5-isopropyl-3-((2-(4-methoxy-piperidin-1-yl)pyrimidin-4-yl)amino)isoquinolin-8-yl)azetidin-3-yl)methyl)(methyl)-λ6-sulfanone